(R)-3-methyl-4-(4-(1-(methylsulfonyl)cyclopropyl)-7-(1H-pyrazol-5-yl)imidazo[1,5-b]pyridazin-2-yl)morpholine C[C@H]1N(CCOC1)C=1C=C(C=2N(N1)C(=NC2)C2=CC=NN2)C2(CC2)S(=O)(=O)C